C1(CC1)C=1C=CC(=NC1F)[C@H](C1=CC=CC=C1)NC(=O)[C@H]1[C@H](CCC1)C(=O)O (1S,2R)-2-(((S)-(5-cyclopropyl-6-fluoropyridin-2-yl)(phenyl)methyl)carbamoyl)cyclopentane-1-carboxylic acid